1-methyl-4-(5-((1S,5R)-5-(trifluoromethyl)-3-(8-(trifluoromethyl)quinolin-5-yl)-3-azabicyclo[3.1.0]hexane-1-yl)-1,3,4-oxadiazol-2-yl)piperidin-4-ol CN1CCC(CC1)(O)C=1OC(=NN1)[C@@]12CN(C[C@]2(C1)C(F)(F)F)C1=C2C=CC=NC2=C(C=C1)C(F)(F)F